2-(2-(ethoxycarbonyl)-5-methyl-1H-indol-3-yl)acetic acid C(C)OC(=O)C=1NC2=CC=C(C=C2C1CC(=O)O)C